CON(C(=O)C1=CN(C(C=C1)=O)C)C N-methoxy-N,1-dimethyl-6-oxo-1,6-dihydropyridine-3-carboxamide